OC=1C=C(/C=C/C(=O)OCCC2=CC=CC=C2)C=CC1O phenethyl 3,4-dihydroxy-trans-cinnamate